2-(2,3-dichlorophenyl)-2-methyl-4-acetoxy-5-amino-3(2H)-furanone ClC1=C(C=CC=C1Cl)C1(OC(=C(C1=O)OC(C)=O)N)C